ClC1=NC=C(C(=N1)NC1CCCC1)C(F)(F)F 2-chloro-N-cyclopentyl-5-(trifluoromethyl)pyrimidin-4-amine